ClC1=CC=C(C=C1)C1=CC=2C3(C4=CC(=CC=C4C2C=C1)C1=CC=CC=C1)C1=CC=CC=C1C=1C=CC=CC13 2-(4-chlorophenyl)-7-phenyl-9,9'-spirobifluorene